ClC1=NC=C(C(=N1)Cl)C#N 2,4-dichloro-pyrimidine-5-carbonitrile